COCOC1=C(C=CC(=C1)N1CCN(CC1)C)NC1=NC=C(C(=N1)NC=1C=C(C=CC1)NC(OC(C)(C)C)=O)[N+](=O)[O-] tert-butyl (3-((2-((2-(methoxymethoxy)-4-(4-methyl-1-piperazinyl)phenyl)amino)-5-nitro-4-pyrimidinyl)amino)phenyl)carbamate